ClC=1C=NC(=NC1)N1CCC(CC1)CCCOC1=CC(=C(C=C1)CC(=O)N1CCN(CCC1)C[C@@H]([C@@H]([C@@H](CO)O)O)O)F 2-(4-(3-(1-(5-chloropyrimidin-2-yl)piperidin-4-yl)propoxy)-2-fluorophenyl)-1-(4-((2S,3S,4R)-2,3,4,5-tetrahydroxypentyl)-1,4-diazepan-1-yl)ethan-1-one